2,3,4-trichloro-6-nitrophenol ClC1=C(C(=CC(=C1Cl)Cl)[N+](=O)[O-])O